(2S,4R)-1-(2-(3-acetyl-5-(2-(hydroxymethyl)pyrimidin-5-yl)-1H-indazol-1-yl)acetyl)-N-(6-bromopyridin-2-yl)-4-fluoro-N-methylpyrrolidine-2-carboxamide C(C)(=O)C1=NN(C2=CC=C(C=C12)C=1C=NC(=NC1)CO)CC(=O)N1[C@@H](C[C@H](C1)F)C(=O)N(C)C1=NC(=CC=C1)Br